ClC1=C(C=CC=C1Cl)N1CCC(CC1)CN([C@@H]1CC2=C(N=C(S2)N)CC1)CCC (S)-N6-((1-(2,3-Dichlorophenyl)piperidin-4-yl)methyl)-N6-propyl-4,5,6,7-tetrahydrobenzo[d]thiazole-2,6-diamine